C(C)OC1=C(C=CC(=C1F)F)C1C(OC(C1C)(C(F)(F)F)C)C(=O)NC1=CC(N(C=C1)C)=O 3-(2-ethoxy-3,4-difluorophenyl)-4,5-dimethyl-N-(1-methyl-2-oxo-1,2-dihydropyridin-4-yl)-5-(trifluoromethyl)tetrahydrofuran-2-carboxamide